8-(3-Fluorobenzyl)-6-(3-(trifluoromethyl)-1H-1,2,4-triazol-5-yl)imidazo[1,2-a]pyrazine FC=1C=C(CC=2C=3N(C=C(N2)C2=NC(=NN2)C(F)(F)F)C=CN3)C=CC1